ClC1=NC=C(C(=N1)C=1C(N=C2C=C(C=CC12)C)=O)Cl 3-(2,5-dichloropyrimidin-4-yl)-6-methylindol-2-one